Cl.N1(CCNCC1)C(=O)N1CCSC2=C(C1)C=C(C=C2)OC(F)(F)F Piperazin-1-yl(7-(trifluoromethoxy)-2,3-dihydrobenzo[f][1,4]thiazepin-4(5H)-yl)methanone hydrochloride